CC(CC(CCC(C)=O)=O)CCC=C(C)C 7,11-dimethyldodeca-10-ene-2,5-dione